O=S1(CCN(CC1)CC=1C=C(C(=O)NC2=CC=C(C=C2)C2=NC(=NN2)CC2=C(C=CC=C2)F)C=CC1)=O 3-[(1,1-Dioxo-1,4-thiazinan-4-yl)methyl]-N-[4-[3-[(2-fluorophenyl)methyl]-1H-1,2,4-triazol-5-yl]phenyl]benzamide